N-(4-(4-amino-5-(3-fluoro-4-((4-(hydroxymethyl)pyrimidin-2-yl)oxy)phenyl)-7-methyl-7H-pyrrolo[2,3-d]pyrimidin-6-yl)phenyl)methacrylamide heptalenofluorenyl-acrylate C1(=C2C=CC=C3C(C=CC=4C=5C=CC=CC5CC34)=C2C=CC=C1)OC(C=C)=O.NC=1C2=C(N=CN1)N(C(=C2C2=CC(=C(C=C2)OC2=NC=CC(=N2)CO)F)C2=CC=C(C=C2)NC(C(=C)C)=O)C